3,9,15-docosatrienoic acid C(CC=CCCCCC=CCCCCC=CCCCCCC)(=O)O